N-[3-[2-(difluoromethoxy)-5-[3-(3-hydroxy-1-methyl-azetidin-3-yl)-5-methyl-phenoxy]phenyl]-1-methyl-pyrazol-4-yl]pyrazolo[1,5-a]pyrimidine-3-carboxamide FC(OC1=C(C=C(C=C1)OC1=CC(=CC(=C1)C)C1(CN(C1)C)O)C1=NN(C=C1NC(=O)C=1C=NN2C1N=CC=C2)C)F